C(=O)(O)C(OC1=CC=C(C2=COC=3C=C(C=C(C3C2=O)O)O)C=C1)C(=O)O O4'-dicarboxymethyl-genistein